(2R)-2-(6-{5-chloro-2-[(3-fluorooxan-4-yl)amino]pyrimidin-4-yl}-1-oxo-2,3-dihydro-1H-isoindol-2-yl)-N-[(1S)-1-(3-fluoro-5-methoxyphenyl)-2-hydroxyethyl]propanamide ClC=1C(=NC(=NC1)NC1C(COCC1)F)C1=CC=C2CN(C(C2=C1)=O)[C@@H](C(=O)N[C@H](CO)C1=CC(=CC(=C1)OC)F)C